naphthalen-1-amin C1(=CC=CC2=CC=CC=C12)N